C(\C=C\C(=O)[O-])(=O)[O-].C(C)[NH+](CCC)CCC1=CNC2=CC=CC=C12.C(C)[NH+](CCC)CCC1=CNC2=CC=CC=C12 bis(ethyl-[2-(1H-indol-3-yl)ethyl]propylazanium) (2E)-but-2-enedioate